OC1(C(C=C(C=O)C=C1)OC)OC 4-hydroxy-3,4-dimethoxybenzaldehyde